(3,5-bis(2-hydroxyphenyl)-1H-1,2,4-triazol-1-yl)-4-methoxybenzophenone OC1=C(C=CC=C1)C1=NN(C(=N1)C1=C(C=CC=C1)O)C1=C(C(=O)C2=CC=CC=C2)C=CC(=C1)OC